[N+](=O)([O-])[O-].C[N+](CCCCCCCCCCCCCCCC)(CCCCCCCCCCCCCCCC)C dimethyldi(hexadecyl)ammonium nitrate